N-(1-(4-(trifluoromethyl)benzyl)-1H-indazol-3-yl)isothiazole-3-carboxamide FC(C1=CC=C(CN2N=C(C3=CC=CC=C23)NC(=O)C2=NSC=C2)C=C1)(F)F